I.CC=1N=C(SC1)CN (4-methylthiazol-2-yl)methylamine hydroiodide